O=C1NN=CC2=CC=CC=C12 4-oxo-3,4-dihydrophthalazine